2-(4-bromophenyl)-4-ethoxy-6-((4-(trifluoromethyl)phenoxy)methyl)cyclohexane-1-carboxylate BrC1=CC=C(C=C1)C1C(C(CC(C1)OCC)COC1=CC=C(C=C1)C(F)(F)F)C(=O)[O-]